(E)-9-((3-methylbenzylidene)amino)-2-morpholino-9H-purin-6-ol CC=1C=C(\C=N\N2C3=NC(=NC(=C3N=C2)O)N2CCOCC2)C=CC1